C1(CC1)NCCC1=C(C=C2C(C3=C(N4C2=C1CCC4)CN4C(C1=C(C=C43)[C@@](C(OC1)=O)(O)CC)=O)=O)F (S)-4-(2-(cyclopropylamino)ethyl)-9-ethyl-5-fluoro-9-hydroxy-2,3,12,15-tetrahydro-1H,7H,13H-pyrano[3',4':6,7]indolizino[2,1-b]pyridino[3,2,1-ij]quinoline-7,10,13(9H)-trione